CC1=C2C(NC=NC2=CC=C1)=O 5-methylquinazolin-4(3H)-one